3-(3-bromo-2-iodophenoxy)-5-trifluoromethylbenzonitrile BrC=1C(=C(OC=2C=C(C#N)C=C(C2)C(F)(F)F)C=CC1)I